C1OCC12CN(C2)C(C)C2=CC=C(C=C2)C=2C=NC(=C(C(=O)NC1CCC(CC1)O)C2)N 5-(4-(1-(2-oxa-6-azaspiro[3.3]hept-6-yl)ethyl)phenyl)-2-amino-N-(4-hydroxycyclohexyl)nicotinamide